8-chloro-3-(5-(difluoromethyl)-1,3,4-thiadiazol-2-yl)-N-((1R,2S)-1,2-dimethylcyclopropyl)imidazo[1,5-a]pyridine-6-sulfonamide ClC=1C=2N(C=C(C1)S(=O)(=O)N[C@]1([C@H](C1)C)C)C(=NC2)C=2SC(=NN2)C(F)F